C1(CC1)NC1=NC(=CC2=C1N(C=N2)C(C)C)C2=CC=C1C(=C2)N(C(C12CCN(CC2)C(C(C)(N2CCNCC2)C)=O)=O)C2CC(C2)N2CCCCC2 6-[4-(cyclopropylamino)-3-isopropylimidazo[4,5-c]pyridin-6-yl]-1'-[2-methyl-2-(piperazin-1-yl)propanoyl]-1-[(1s,3s)-3-(piperidin-1-yl)cyclobutyl]spiro[indole-3,4'-piperidin]-2-one